6-(4-fluorophenyl)-1H-indole-2-carboxylic acid ethyl ester C(C)OC(=O)C=1NC2=CC(=CC=C2C1)C1=CC=C(C=C1)F